FC1=C(C(=C(C(=C1[B-](C1=C(C(=C(C(=C1F)F)F)F)F)(C1=C(C(=C(C(=C1F)F)F)F)F)C1=C(C(=C(C(=C1F)F)F)F)F)F)F)F)F.C(C1=CC=CC=C1)[SH+]C benzyl(methyl)sulfonium tetrakis(pentafluorophenyl)borate